C(CCC)N=C(C)C(C)=NCCCC N,N'-dibutyl-butane-2,3-diimine